N[C@H](C(=O)O)CCCC(=O)O (S)-2-(amino)-1,6-hexanedioic acid